tert-butyl-4-(1-(4-fluoro-3-methoxyphenyl)-1H-indazol-5-yl)-5,6-dihydropyridine-1(2H)-carboxylate C(C)(C)(C)OC(=O)N1CC=C(CC1)C=1C=C2C=NN(C2=CC1)C1=CC(=C(C=C1)F)OC